NC1=CC(=C(C=C1Br)N1CCN(C2(CC2)C1)C(=O)OC(C)(C)C)OC tert-butyl 7-(4-amino-5-bromo-2-methoxy-phenyl)-4,7-diazaspiro[2.5]octane-4-carboxylate